ClC1=C(C=CC=C1F)C=1C(N(C(N(C1)CC(=O)[O-])=O)CCCSC)=O [5-(2-Chloro-3-fluoro-phenyl)-3-(3-methylsulfanyl-propyl)-2,4-dioxo-3,4-dihydro-2H-pyrimidin-1-yl]-acetate